CNC1=C(C=C(C(=C1)S)NC)S 2,5-dimethylamino-1,4-benzenedithiol